C(C)(=O)C=1C(OC2=CC(=CC(=C2C1)C)C1=CC=C(C=C1)Cl)=O 3-acetyl-5-methyl-7-(4-chlorophenyl)coumarin